4-(3-Aminopyrrolidin-1-yl)-N-ethyl-5,6-difluoro-3-pyrazolo[1,5-a]pyrimidin-6-yl-9H-pyrido[2,3-b]indol-8-amine NC1CN(CC1)C1=C(C=NC=2NC3=C(C=C(C(=C3C21)F)F)NCC)C=2C=NC=1N(C2)N=CC1